tert-butyl (4,6-dioxo-5-azaspiro[2.5]octan-7-yl)carbamate O=C1C2(CC2)CC(C(N1)=O)NC(OC(C)(C)C)=O